C(C(C)C)S(=O)(=O)NC=1C=CC2=C(C(=CO2)C2CC3CCCCN3CC2)C1 5-(N-isobutanesulfonyl)amino-3-(octahydro-2H-quinolizin-2-yl)-benzofuran